N-(trifluoromethyl)acrylamide FC(NC(C=C)=O)(F)F